p-hydroxypentadecyl-benzoic acid OCCCCCCCCCCCCCCCC1=CC=C(C(=O)O)C=C1